tri-n-butyldodecylphosphonium bis(trifluoromethanesulfonyl)imide [N-](S(=O)(=O)C(F)(F)F)S(=O)(=O)C(F)(F)F.C(CCC)[P+](CCCCCCCCCCCC)(CCCC)CCCC